OCCC1CCN(CC1)S(=O)(=O)C=1C=CC(=C(C1)C=1NC(C2=C(N1)C(=CN2C)CCC)=O)OCCC 2-(5-((4-(2-hydroxyethyl)piperidin-1-yl)sulfonyl)-2-propoxyphenyl)-5-methyl-7-propyl-3,5-dihydro-4H-pyrrolo[3,2-d]pyrimidin-4-one